O=C1N(N=CC(N1)=O)[C@H]1[C@@H]([C@@H]([C@H](O1)COP(=O)(OC1=CC=CC=C1)N[C@@H](C)C(=O)OC)O)O METHYL ((((2R,3S,4R,5R)-5-(3,5-DIOXO-4,5-DIHYDRO-1,2,4-TRIAZIN-2(3H)-YL)-3,4-DIHYDROXYTETRAHYDROFURAN-2-YL)METHOXY)-(PHENOXY)PHOSPHORYL)-L-ALANINATE